O1C(CCCC1)OC1CCCC=2C=C(C(=NC12)C=C)C#N 8-((Tetrahydro-2H-pyran-2-yl)oxy)-2-vinyl-5,6,7,8-tetrahydroquinoline-3-carbonitrile